galloylgallate C(C1=CC(O)=C(O)C(O)=C1)(=O)C1=C(C(=O)[O-])C=C(C(=C1O)O)O